1-(2-chlorophenyl)-N-[4-(2,4-dioxo-7-hydroxy-1H-benzo[1,2-b][1,4]diazepin-1-yl)phenyl]methanesulfonamide 2-pentyl-1-octyl-sulfate C(CCCC)C(COS(=O)(=O)O)CCCCCC.ClC1=C(C=CC=C1)CS(=O)(=O)NC1=CC=C(C=C1)N1C2=C(NC(CC1=O)=O)C=C(C=C2)O